benzyl-(4-((methoxycarbonyl)oxy)phenyl)methylsulfonium benzenesulfonate C1(=CC=CC=C1)S(=O)(=O)[O-].C(C1=CC=CC=C1)[SH+]CC1=CC=C(C=C1)OC(=O)OC